F[C@]1(CN(CC[C@H]1O)C1=NC=CC(=N1)NC=1C=C2C(=CN=C(C2=CN1)C(=O)O)C(C)C)C 6-((2-((3s,4R)-3-fluoro-4-hydroxy-3-methylpiperidin-1-yl)pyrimidin-4-yl)amino)-4-isopropyl-2,7-naphthyridine-1-carboxylic acid